4-(1-((4-hydroxy-1-((R)-3-phenylbutanoyl)piperidin-4-yl)methyl)-6-oxo-1,6-dihydropyrimidin-4-yl)-N,N,2-trimethylmorpholine-2-carboxamide OC1(CCN(CC1)C(C[C@@H](C)C1=CC=CC=C1)=O)CN1C=NC(=CC1=O)N1CC(OCC1)(C(=O)N(C)C)C